C(C1=CC=C(C(=O)[O-])C=C1)(=O)OCCOCCCC 2-Butoxyethyl terephthalate